BrC1=C(C=C2C(=N1)C(CN2)(C)C)CC2=C(C=C(C=C2)F)F 5-bromo-6-(2,4-difluorobenzyl)-3,3-dimethyl-2,3-dihydro-1H-pyrrolo[3,2-b]pyridine